C[C@@H]1CC=2C(=NC=NC2C[C@H]1C1=C2C=NNC2=CC=C1C)N1CCN(CC1)C(C=C)=O 1-(4-((6r,7r)-6-methyl-7-(5-methyl-1H-indazol-4-yl)-5,6,7,8-tetrahydroquinazolin-4-yl)piperazin-1-yl)prop-2-en-1-one